4-(2-amino-1-((3,5-dicyano-6-(dimethylamino)-4-ethylpyridin-2-yl)thio)-2-oxoethyl)phenyl methanesulfonate CS(=O)(=O)OC1=CC=C(C=C1)C(C(=O)N)SC1=NC(=C(C(=C1C#N)CC)C#N)N(C)C